The molecule is a phenylethanoloamine having 4-hydroxy and 3-formamido substituents on the phenyl ring and an N-(4-methoxyphenyl)propan-2-yl substituent. It is a member of phenols, a member of formamides, a secondary amino compound, a secondary alcohol and a member of phenylethanolamines. CC(CC1=CC=C(C=C1)OC)NCC(C2=CC(=C(C=C2)O)NC=O)O